FC1=CC=C(C=C1)N1C(C(=CC=C1SC)C(=O)O)=O 1-(4-fluorophenyl)-6-methylsulfanyl-2-oxo-1,2-dihydropyridine-3-carboxylic acid